N1=C(C=NC=C1)C1=CC=CN=N1 6-(pyrazin-2-yl)pyridazine